FC1=CC(=CC2=C1CN([C@H](CO2)C)C(=O)C2(COC2)COC)C(NO)=N (3S)-6-fluoro-N-hydroxy-4-{[3-(methoxymethyl)oxetan-3-yl]carbonyl}-3-methyl-3,5-dihydro-2H-1,4-benzoxazepine-8-carboximidamide